3-(4'-hydroxyphenyl)-2-hydroxypropionic acid OC1=CC=C(C=C1)CC(C(=O)O)O